C1=CNOC=C1 Oxazine